2-Phenyl-4-(2-chlorophenyl)imidazole 3-hydroxyl-8-azabicyclo[3.2.1]octane-8-carboxylate OC1CC2CCC(C1)N2C(=O)O.C2(=CC=CC=C2)C=2NC=C(N2)C2=C(C=CC=C2)Cl